Pyridine-2-carboxamide 1-oxide [N+]=1(C(=CC=CC1)C(=O)N)[O-]